Aminomethyl acrylate C(C=C)(=O)OCN